N5-aminocarbonylornithine NC(=O)NCCC[C@H](N)C(=O)O